Cl.FC1=C(C(=CC(=C1)OC)F)C=1C=C2C(=NNC2=CC1)NC(=O)C1CCN(CC1)C N-[5-(2,6-difluoro-4-methoxyphenyl)-1H-indazol-3-yl]-1-methylpiperidine-4-carboxamide hydrochloride